ethyl 2-[(3S)-1-(6-{1-methyl-5-[(oxan-2-yloxy)methyl]-1H-1,2,3-triazol-4-yl}-2-(trifluoromethyl)pyridin-3-yl)piperidin-3-yl]acetate CN1N=NC(=C1COC1OCCCC1)C1=CC=C(C(=N1)C(F)(F)F)N1C[C@@H](CCC1)CC(=O)OCC